ClC=1C=C2C=NC(=NC2=CC1C1CCN(CC1)C1(COC1)C)NC=1C=NN(C1)C12CC(C1)(C2)CN2CC(C2)(F)F 6-chloro-N-(1-{3-[(3,3-difluoroazetidin-1-yl)methyl]bicyclo[1.1.1]pentan-1-yl}-1H-pyrazol-4-yl)-7-[1-(3-methyloxetan-3-yl)piperidin-4-yl]quinazolin-2-amine